(S)-1-(2-((S)-2-Cyanopyrrolidin-1-yl)-2-oxoethyl)-N-(chinolin-4-yl)pyrrolidin-3-carboxamid C(#N)[C@H]1N(CCC1)C(CN1C[C@H](CC1)C(=O)NC1=CC=NC2=CC=CC=C12)=O